NCCOB(C1=CC=CC=C1)C1=CC=CC=C1 2-aminoethyldiphenylborinate